C(C)C(CCC(=O)O)(CC)C=1N=C(SC1)NC1=CC=C(C=C1)C(F)(F)F 4-ethyl-4-(2-((4-(trifluoromethyl)phenyl)amino)thiazol-4-yl)hexanoic acid